FC=1C(=NC(=NC1)N1CC(NCC1)C(C)C)NC=1C=C2C=NNC2=CC1 N-(5-fluoro-2-(3-isopropylpiperazin-1-yl)pyrimidin-4-yl)-1H-indazol-5-amine